(S)-1-(2-benzylphenoxy)propan-2-ol C(C1=CC=CC=C1)C1=C(OC[C@H](C)O)C=CC=C1